C(C=C)[N+]=1C(N([C@H]2[C@H](O)[C@H](O)[C@@H](CO)O2)C2=NC(=NC(C12)=O)N)=O 7-Allyl-8-oxoguanosine